OC(=O)C(F)(F)F.N[C@H](C(=O)N)CC=1C(=CC2=C(COC3=CC(=CC=C23)C#N)C1)F (S)-2-amino-3-(3-cyano-9-fluoro-6H-benzo[c]chromen-8-yl)propanamide TFA salt